N1CCC(CC1)N1N=CC(=C1)C=1C=C2C(=NC1)NC=N2 6-(1-(piperidin-4-yl)-1H-pyrazol-4-yl)-3H-imidazo[4,5-b]Pyridine